ClC1=C(C=2C=NN(C2C=C1F)C1OCCCC1)O E-5-chloro-6-fluoro-1-(tetrahydro-2H-pyran-2-yl)-1H-indazol-4-ol